Tert-Butyl-3-(5-Ethoxy-4-(Isoxazol-4-Ylcarbamoyl)-1-Methyl-6-Oxo-1,6-Dihydropyrimidin-2-Yl)Piperidine-1-Carboxylate C(C)(C)(C)OC(=O)N1CC(CCC1)C=1N(C(C(=C(N1)C(NC=1C=NOC1)=O)OCC)=O)C